4-(5-Chloro-[1,1'-biphenyl]-3-yl)dibenzo[b,d]thiophene ClC=1C=C(C=C(C1)C1=CC=CC=C1)C1=CC=CC2=C1SC1=C2C=CC=C1